C(C)N(CC(C1=CC=CC=C1)NC(=O)C1=NN2C(C(NC(=C2)C2=CC3=CC=CC=C3C=C2)=O)=C1C(F)(F)F)CCO N-[2-[Ethyl(2-hydroxyethyl)amino]-1-phenylethyl]-6-(2-naphthyl)-4-oxo-3-(trifluoromethyl)-5H-pyrazolo[1,5-a]pyrazine-2-carboxamide